C(CCCCCCCCCCCCC)C(C(N)CCCCCCCCCCCCCC)N ditetradecyl-ethane-1,2-diamine